CN1C(N(C=2N=CN(C2C1=O)CC(=O)NC1=CC=C(C=C1)C#C)C)=O 2-(1,3-dimethyl-2,6-dioxo-1,2,3,6-tetrahydropurin-7-yl)-N-(4-ethynylphenyl)acetamide